6-bromo-2-methyl-4-oxo-7-(trifluoromethyl)-3,4-dihydroquinazoline-5-carbonitrile BrC1=C(C=2C(NC(=NC2C=C1C(F)(F)F)C)=O)C#N